ONC12C(CNCC1)=NNC2=O 3a-(hydroxyamino)-2H,3H,3aH,4H,5H,6H,7H-pyrazolo[3,4-c]Pyridin-3-one